NC1=NC=C(C2=C1C(=NN2[C@@H]2CN(CC2)C(C=C)=O)C#CC2=C(C(=CC(=C2F)OC)OC)F)C=2SC(=CN2)C (S)-1-(3-(4-amino-3-((2,6-difluoro-3,5-dimethoxyphenyl)ethynyl)-7-(5-methylthiazol-2-yl)-1H-pyrazolo[4,3-c]pyridin-1-yl)pyrrolidin-1-yl)prop-2-en-1-one